(R)-3-((4-(4-bromo-2-methoxyphenyl)-7-fluorophthalazin-1-yl)amino)piperidin BrC1=CC(=C(C=C1)C1=NN=C(C2=CC(=CC=C12)F)N[C@H]1CNCCC1)OC